C(C)(C)(C)OC(=O)N1[C@H]2CN([C@@H](C1)C2)C2=NC(=C(C=C2)[N+](=O)[O-])NC2=CC(=NC=C2)C.C2=CC=CC=1C3=CC=CC=C3N(C21)C(=O)C2=CC=C(C=C2)Cl carbazol-9-yl-(4-chlorophenyl)methanone tert-butyl-(1R,4R)-5-{6-[(2-methylpyridin-4-yl)amino]-5-nitropyridin-2-yl}-2,5-diazabicyclo[2.2.1]heptane-2-carboxylate